4-methyl-1-((2-(trimethylsilyl)ethoxy)methyl)-5-(trimethylstannyl)-1H-pyrazolo[3,4-c]pyridine CC1=C2C(=CN=C1[Sn](C)(C)C)N(N=C2)COCC[Si](C)(C)C